NC1=C2C(=NC=N1)N(N=C2C=2NC1=CC(=CC=C1C2Cl)C(=O)NCC2=CC=CC=C2)C(C)(C)C 2-{4-Amino-1-tert-butyl-1H-pyrazolo[3,4-d]pyrimidin-3-yl}-N-benzyl-3-chloro-1H-indole-6-carboxamide